5-ethylsulfonyl-N-(2-methylthioethoxy)-6-(6-pentafluoroethyl-3-methyl-3H-imidazo[4,5-c]pyridazin-2-yl)nicotinimidate C(C)S(=O)(=O)C=1C(=NC=C(C([O-])=NOCCSC)C1)N1NC=2C(=CC1C)N=C(N2)C(C(F)(F)F)(F)F